Di-Methyl-Arginine tert-butyl-2-((5-chloro-2-(2,6-dioxopiperidin-3-yl)-1-oxoisoindolin-4-yl)oxy)acetate C(C)(C)(C)C(C(=O)O)OC1=C2CN(C(C2=CC=C1Cl)=O)C1C(NC(CC1)=O)=O.CN([C@@H](CCCNC(N)=N)C(=O)O)C